17-methyl-6-(propan-2-yl)-20-oxa-11λ6-thia-10,12,17,22-tetraaza-tetracyclo[19.3.1.112,16.02,7]hexacosa-1(24),2(7),3,5,21(25),22-hexaene-9,11,11-trione CN1C2CCCN(S(NC(CC=3C(=CC=CC3C3=CC=NC(OCC1)=C3)C(C)C)=O)(=O)=O)C2